FC1=C(C=CC(=C1F)OC)C1=CN=C2N1C=CN=C2NC2=CC(=C(C(=O)N[C@@H]1[C@@H](CCC1)NC(=O)[C@H]1NC[C@@H](C1)O)C=C2)CC (2S,4R)-N-((1R,2S)-2-(4-((3-(2,3-difluoro-4-methoxyphenyl)imidazo[1,2-a]pyrazin-8-yl)amino)-2-ethylbenzamido)cyclopentyl)-4-hydroxypyrrolidine-2-carboxamide